The molecule is a heparin octasaccharide consisting of 4-deoxy-2-O-sulfo-alpha-L-threo-hex-4-enopyranuronosyl, 2-deoxy-6-O-sulfo-2-(sulfoamino)-alpha-D-glucopyranosyl, 2-O-sulfo-alpha-L-idopyranuronosyl, 2-deoxy-6-O-sulfo-2-(sulfoamino)-alpha-D-glucopyranosyl, alpha-L-idopyranuronosyl, 2-acetamido-2-deoxy-6-O-sulfo-alpha-D-glucopyranosyl, beta-D-glucopyranuronosyl, and 2-deoxy-3,6-di-O-sulfo-2-(sulfoamino)-alpha-D-glucopyranose units joined in sequence by (1->4) linkages. Sequence: DUA2S-GlcNS6S-IdoA2S-GlcNS6S-IdoA-GlcNAc6S-GlcA-GlcNS3S6S. It is a heparin octasaccharide, an oligosaccharide sulfate and an amino octasaccharide. CC(=O)N[C@@H]1[C@H]([C@@H]([C@H](O[C@@H]1O[C@H]2[C@@H]([C@H]([C@@H](O[C@@H]2C(=O)O)O[C@@H]3[C@H](O[C@@H]([C@@H]([C@H]3OS(=O)(=O)O)NS(=O)(=O)O)O)COS(=O)(=O)O)O)O)COS(=O)(=O)O)O[C@H]4[C@@H]([C@H]([C@@H]([C@@H](O4)C(=O)O)O[C@@H]5[C@@H]([C@H]([C@@H]([C@H](O5)COS(=O)(=O)O)O[C@H]6[C@@H]([C@H]([C@@H]([C@@H](O6)C(=O)O)O[C@@H]7[C@@H]([C@H]([C@@H]([C@H](O7)COS(=O)(=O)O)O[C@H]8[C@@H]([C@H](C=C(O8)C(=O)O)O)OS(=O)(=O)O)O)NS(=O)(=O)O)O)OS(=O)(=O)O)O)NS(=O)(=O)O)O)O)O